BrC1=CC(=C(C=C1)CN1C(=NC=C1)C)Cl 1-[(4-Bromo-2-chloro-phenyl)methyl]-2-methyl-imidazole